2-(4-(Benzyloxy)-2-ethyl-5-fluorophenyl)-4,4,5,5-tetramethyl-1,3,2-dioxaborolane C(C1=CC=CC=C1)OC1=CC(=C(C=C1F)B1OC(C(O1)(C)C)(C)C)CC